8-fluoro-pyrido[4,3-d]pyrimidin FC1=CN=CC2=C1N=CN=C2